(tetrahydropyran-4-ylmethoxy)pyridine-3-carbaldehyde O1CCC(CC1)COC1=NC=CC=C1C=O